2-(2-Bocamino-5-bromo-benzoyl)pyridine C(=O)(OC(C)(C)C)NC1=C(C(=O)C2=NC=CC=C2)C=C(C=C1)Br